4-chloro-2-(methoxymethyl)-2,7-dimethyl-2H-benzo[e][1,3]oxazine ClC1=NC(OC2=C1C=CC(=C2)C)(C)COC